5-nitro-3-(pyridin-4-yl)-1-((2-(trimethylsilyl)ethoxy)methyl)-1H-indazole [N+](=O)([O-])C=1C=C2C(=NN(C2=CC1)COCC[Si](C)(C)C)C1=CC=NC=C1